3-bromo-4,6-dimethylpyridin-2-ol BrC=1C(=NC(=CC1C)C)O